[Mg].[Fe] iron magnesium salt